(R)-3-(3,3-difluorobutyl)-5-(6,6-difluorospiro[3.3]heptan-2-yl)-8-hydroxy-2-methyl-7-(trifluoromethyl)-2,3,4,5-tetrahydrobenzo[f][1,2,5]thiadiazepine 1,1-dioxide FC(CC[C@H]1N(S(C2=C(N(C1)C1CC3(C1)CC(C3)(F)F)C=C(C(=C2)O)C(F)(F)F)(=O)=O)C)(C)F